6-(7,8-dihydro-5H-1,6-naphthyridin-6-yl)-5-methyl-N-(8-quinolylmethyl)pyridine N1=CC=CC=2CN(CCC12)C1=C(C=CCN1CC=1C=CC=C2C=CC=NC12)C